C(#N)C1=CN=C2N1N=C(C=C2NC2=CC=C(C(=N2)N(C)C)C(=O)N(CCC2=NC=CC=C2)C)N[C@H]2[C@@H](CCCC2)O 6-[(3-Cyano-6-{[(1R,2R)-2-hydroxycyclohexyl]amino}imidazo[1,2-b]pyridazin-8-yl)amino]-2-(dimethylamino)-N-methyl-N-[2-(pyridin-2-yl)ethyl]pyridin-3-carboxamid